Ethyl 2-(((2-chloro-4-morpholinothieno[3,2-d]pyrimidin-6-yl)methyl) (methyl)amino)pyrimidine-5-carboxylate ClC=1N=C(C2=C(N1)C=C(S2)CN(C2=NC=C(C=N2)C(=O)OCC)C)N2CCOCC2